Methyl (S)-3-methyl-4-(oxetan-3-ylmethyl)-2,3,4,5-tetrahydrobenzo[f][1,4]oxazepine-8-carboxylate C[C@H]1COC2=C(CN1CC1COC1)C=CC(=C2)C(=O)OC